5-((3-(8-bromo-3-(2,2,2-trifluoroethyl)indolizin-2-yl)prop-2-yn-1-yl)amino)-N-(cyclopropylsulfonyl)-6-methoxypyridine-2-carboxamide BrC1=CC=CN2C(=C(C=C12)C#CCNC=1C=CC(=NC1OC)C(=O)NS(=O)(=O)C1CC1)CC(F)(F)F